3-((4-((4-(1-(2,2,2-Trifluoroethyl)-1H-pyrazol-4-yl)-5-(trifluoromethyl)pyrimidin-2-yl)amino)piperidin-1-yl)sulfonyl)cyclohexane-1-carbaldehyde FC(CN1N=CC(=C1)C1=NC(=NC=C1C(F)(F)F)NC1CCN(CC1)S(=O)(=O)C1CC(CCC1)C=O)(F)F